O1COC2=C1C=CC=C2O[C@@H](CCNC(C)C)C=2SC(=CC2)Br (S)-3-(benzo[d][1,3]dioxol-4-yloxy)-3-(5-bromothiophen-2-yl)-N-isopropyl-propan-1-amine